C(C)OC(=O)C=1C=NN(C1C(F)(F)F)C1=C(C(=CC=C1)F)Cl 1-(2-chloro-3-fluorophenyl)-5-(trifluoromethyl)-1H-pyrazole-4-carboxylic acid ethyl ester